O[C@@]1(C(N(CC1)C)=O)C1=CC(=NO1)C=1C=C(C=CC1)C1=CC=C(C=N1)NCC1COC1 (R)-6-(3-(5-(3-hydroxy-1-methyl-2-oxopyrrolidin-3-yl)isoxazol-3-yl)phenyl)-3-((oxetan-3-ylmethyl)amino)pyridine